C1(CC1)CNC1NC(=CC2C1N=C(N=C2)S(=O)(=O)C)C2=C(C(=CC(=C2Cl)OC)OC)Cl N-(cyclopropylmethyl)-6-(3,5-dimethoxy-2,6-dichloro-phenyl)-2-(methylsulfonyl)-4a,7,8,8a-tetrahydropyrido[3,4-d]pyrimidin-8-amine